OC(=O)C(F)(F)F.FC1=C(C(=CC(=C1)F)F)CC(=S)NN 2-(2,4,6-trifluorophenyl)thioacetylhydrazine TFA salt